N-(2,2,2-trifluoroethyl)pyrrolidin-1-carboxamide FC(CNC(=O)N1CCCC1)(F)F